1-(6-((tert-butoxy-carbonyl)amino)-4-methylpyridin-3-yl)-6-chloro-7-(3,4-dihydroisoquinolin-2(1H)-yl)-4-oxo-1,4-dihydro-1,8-naphthyridine-3-carboxylic acid C(C)(C)(C)OC(=O)NC1=CC(=C(C=N1)N1C=C(C(C2=CC(=C(N=C12)N1CC2=CC=CC=C2CC1)Cl)=O)C(=O)O)C